(S)-3,3-dimethyl-7-((3-methylpiperidin-1-yl)methyl)-2,3-dihydro-1H-pyrrolo[3,2-b]pyridine-5-carbonitrile CC1(CNC=2C1=NC(=CC2CN2C[C@H](CCC2)C)C#N)C